N1(CCC1)C=1C(=NC=C(C1)C=1N=CC2=C(C=CC=C2C1)C1=CC2=C(N(C(N2C)=O)C)C(=C1)C(C)C)C(=O)OC Methyl 3-(azetidin-1-yl)-5-(8-(7-isopropyl-1,3-dimethyl-2-oxo-2,3-dihydro-1H-benzo[d]imidazol-5-yl)isoquinolin-3-yl)picolinate